C(CCCCCCC\C=C/C\C=C/CCCCC)OC(CCCCCCCC=CC=CC=CCCCC)=O.C1(CC1)OC1=CC(=C(C=N1)C1=CC=C(C=C1)C1(COC1)C(=O)NC1=CC=C(C=C1)F)C(C)(C)O 3-(4-(6-cyclopropoxy-4-(2-hydroxypropan-2-yl)pyridin-3-yl)phenyl)-N-(4-fluorophenyl)oxetan-3-carboxamide linoleyl-eleostearate